CC1(C(=O)OC(CC1)=O)C 2,2-Dimethylglutaric anhydride